(R)-3-(1-(difluoromethylene)-4-hydroxy-2,3-dihydro-1H-inden-5-yl)-6-((1-ethylpiperidin-3-yl)amino)-4-methyl-1,2,4-triazin-5(4H)-one FC(=C1CCC2=C(C(=CC=C12)C1=NN=C(C(N1C)=O)N[C@H]1CN(CCC1)CC)O)F